OC(CS)C(CS)O 2,3-dihydroxy-1,4-butanedithiol